2-((5-((tert-butyldiphenylsilyl)oxy)pentan-2-yl)oxy)-6-(7-((2-methylallyl)oxy)-2-oxo-3-((2-(trimethylsilyl)ethoxy)methyl)-2,3-dihydro-1H-imidazo[4,5-b]pyridin-1-yl)nicotinonitrile [Si](C1=CC=CC=C1)(C1=CC=CC=C1)(C(C)(C)C)OCCCC(C)OC1=C(C#N)C=CC(=N1)N1C(N(C2=NC=CC(=C21)OCC(=C)C)COCC[Si](C)(C)C)=O